C(C)(C)(C)OC(=O)N1CCC(CC1)CCCOC1=CC(=C(C=C1)CC(=O)N1CC(C1)CO)F 4-(3-(3-fluoro-4-(2-(3-(hydroxymethyl)azetidin-1-yl)-2-oxoethyl)phenoxy)propyl)piperidine-1-carboxylic acid tert-butyl ester